4-(difluoromethyl)-2,6-di-o-tolylpyridine FC(C1=CC(=NC(=C1)C1=C(C=CC=C1)C)C1=C(C=CC=C1)C)F